4-(1-(5-fluoropyridyl-formyl)pyrrolidin-3-yl)-2'-isopropylbiphenyl-3-carbaldehyde FC=1C=CC(=NC1)C(=O)N1CC(CC1)C1=C(C=C(C=C1)C1=C(C=CC=C1)C(C)C)C=O